7-(6-hydroxypyridin-3-yl)-1-(2-(tetrahydro-2H-pyran-4-yl)ethyl)-3,4-dihydropyrazino[2,3-b]pyrazin-2(1H)-one OC1=CC=C(C=N1)C1=CN=C2C(=N1)N(C(CN2)=O)CCC2CCOCC2